Cl.ClC1=CC2=C(C(=NO2)C2=C(C=CC=C2)[C@H](CC2=NC(=CC=C2C)S(=O)(=O)C)N)C=C1 (S)-1-[2-(6-Chlorobenzo[d]isoxazol-3-yl)phenyl]-2-(3-methyl-6-methylsulfonylpyridin-2-yl)ethan-1-amine hydrochloride